NC=1C(=NC=C(C1C1=CC(=C(C(=O)NC=2C=NC(=C(C2)Cl)N2N=CC=N2)C=C1F)Cl)C#C)F 4-(3-amino-5-ethynyl-2-fluoropyridin-4-yl)-2-chloro-N-(5-chloro-6-(2H-1,2,3-triazol-2-yl)pyridin-3-yl)-5-fluorobenzamide